3-((2r,5s)-4-(tert-butoxycarbonyl)-2,5-dimethylpiperazin-1-yl)-3-(4-fluorophenyl)propionic acid C(C)(C)(C)OC(=O)N1C[C@H](N(C[C@@H]1C)C(CC(=O)O)C1=CC=C(C=C1)F)C